C(C)(=O)OC(C)C(CCC1C(=CCCC1(C)C)C)=C 3-methylene-5-(2,6,6-trimethylcyclohex-2-en-1-yl)pentan-2-yl acetate